Pentamethyl-aniline CC1=C(C(=C(C(=C1N)C)C)C)C